P(=O)(O)(O)O.CC(CCC)[K] methyl-butyl-potassium phosphate